CN(C)CC1=CC=C(C=C1)C=1N=C(C=2C=CC(=C(C2C1)N)C)N (4-((dimethylamino)methyl)phenyl)-6-methylisoquinoline-1,5-diamine